2-AMINO-2-(2-(1-DECYL-1H-1,2,3-TRIAZOL-4-YL)ETHYL)PROPAN-1,3-DIOL NC(CO)(CO)CCC=1N=NN(C1)CCCCCCCCCC